N-(3-(1-(4-(5-(difluoromethyl)-1,3,4-oxadiazol-2-yl)-2,6-difluorobenzyl)-1H-1,2,3-triazol-4-yl)phenyl)-4-methylpiperazine-1-carboxamide FC(C1=NN=C(O1)C1=CC(=C(CN2N=NC(=C2)C=2C=C(C=CC2)NC(=O)N2CCN(CC2)C)C(=C1)F)F)F